ClC1=CC=C2C=C(NC2=C1)CNCCCCOCCNC1=NC2=C(C3=CN=CC=C13)C=CC(=C2)C(=O)O 5-((2-(4-(((6-Chloro-1H-indol-2-yl)methyl)amino)butoxy)ethyl)amino)benzo[c][2,6]naphthyridine-8-carboxylic acid